(S)-N-ethyl-5-fluoro-N-isopropyl-2-((5-(3-((9-(pyridine-2-sulfonamido)-3-azaspiro[5.5]undec-3-yl)methyl)pyrrolidin-1-yl)-1,2,4-triazin-6-yl)oxy)benzamide C(C)N(C(C1=C(C=CC(=C1)F)OC1=C(N=CN=N1)N1C[C@@H](CC1)CN1CCC2(CC1)CCC(CC2)NS(=O)(=O)C2=NC=CC=C2)=O)C(C)C